3,3-didecyl-3,4-dihydro-2H-thiophene C(CCCCCCCCC)C1(CSCC1)CCCCCCCCCC